FC1=C(C(=CC=C1C(=O)C1=NNC2=NC=C(C=C21)C=2C=NC(=NC2)C(C)C)F)NS(=O)(=O)CCC N-(2,6-difluoro-3-(5-(2-isopropylpyrimidin-5-yl)-1H-pyrazolo[3,4-b]pyridine-3-carbonyl)phenyl)propane-1-sulfonamide